N[C@@H]([C@@H](O)C1=CC=C(C=C1)O)C 4-((1S,2R)-2-amino-1-hydroxypropyl)phenol